N-(3-(5-chloro-2-((1-methyl-1H-pyrazol-4-yl)amino)pyrimidin-4-yl)-4-fluorophenyl)acrylamide ClC=1C(=NC(=NC1)NC=1C=NN(C1)C)C=1C=C(C=CC1F)NC(C=C)=O